BrC1=CC=C(C=2N=C(OC21)N2CC1CCC(C2)N1C(=O)OC(C)(C)C)OC tert-Butyl 3-(7-bromo-4-methoxybenzo[d]oxazol-2-yl)-3,8-diazabicyclo[3.2.1]octane-8-carboxylate